4-bromo-1-phenyl-5-(4-(phenylethynyl)phenyl)-1H-pyrazole BrC=1C=NN(C1C1=CC=C(C=C1)C#CC1=CC=CC=C1)C1=CC=CC=C1